1'-[(1R,2S)-2-hydroxy-1,2-diphenylethyl]-4,4-dimethyl-2''-oxo-1'',2''-dihydrodispiro[cyclohexane-1,2'-pyrrolidine-3',3''-indole]-5'-carboxamide O[C@H]([C@@H](C1=CC=CC=C1)N1C2(CCC(CC2)(C)C)C2(C(NC3=CC=CC=C23)=O)CC1C(=O)N)C1=CC=CC=C1